[I-].C(C)(C)(C)OC(=O)N[C@@H](CC1=CC=CC=C1)C(=O)OC[N+]1(CCC=C(C1)C1=NSN=C1OCCCCCC)C 1-((((Tert-butoxycarbonyl)-L-phenylalanyl)oxy)methyl)-5-(4-(hexyloxy)-1,2,5-thiadiazol-3-yl)-1-methyl-1,2,3,6-tetrahydropyridin-1-ium iodide